ClCCC(=C(C1=CC=C(C=C1)O)C1=CC=C(C=C1)N1CCN(CC1)CC=1C(=C2CN(C(C2=CC1)=O)C1C(NC(CC1)=O)=O)F)C1=CC=CC=C1 3-(5-((4-(4-(4-chloro-1-(4-hydroxyphenyl)-2-phenylbut-1-en-1-yl)phenyl)piperazin-1-yl)methyl)-4-fluoro-1-oxoisoindolin-2-yl)piperidine-2,6-dione